FC1=C(C=CC(=C1)C1=CC(=NN1)C)C1=NN=C(S1)N(C1CC(NC(C1)(C)C)(C)C)C 5-(2-fluoro-4-(3-methyl-1H-pyrazol-5-yl)phenyl)-N-methyl-N-(2,2,6,6-tetramethylpiperidin-4-yl)-1,3,4-thiadiazol-2-amine